COC1CC1 3-(methoxy)-cyclopropane